C1=CC=C(C=C1)C(=C(C(=O)O)Cl)Cl dichlorocinnamic acid